C(C)C=1C(=CC(=C(C1)O)F)C1=CC=C2C(=NNC2=C1)C1=NC2=C(CN(CC2)C2CCN(CC2)C)N1 5-ethyl-2-fluoro-4-(3-(5-(1-methylpiperidin-4-yl)-4,5,6,7-tetrahydro-3H-imidazo[4,5-c]pyridin-2-yl)-1H-indazol-6-yl)phenol